C(C1=CC=CC=C1)SC1=NC2=NC=CN=C2C(=N1)NC=1C=C(C=CC1)[C@H]1[C@@H](C1)C(=O)OC trans-methyl 2-[3-[(2-benzylsulfanylpteridin-4-yl)amino]phenyl]cyclopropanecarboxylate